OC1=C2C=C(C(N(C2=CC(=C1)C(C)C)C)=O)C 5-hydroxy-7-isopropyl-1,3-dimethylquinolin-2(1H)-one